7-[(tert-butyldimethylsilyl)oxy]-1,4-oxazocane-2-carboxylic acid [Si](C)(C)(C(C)(C)C)OC1CCNCC(OC1)C(=O)O